C(C1=CC=CC=C1)OC(NCC(C(=O)NC(C1=CC=C(C=C1)Cl)C1=CC=C(C=C1)Cl)N)=O (2-amino-3-((bis(4-chlorophenyl)methyl)amino)-3-oxopropyl)carbamic acid benzyl ester